COC1=CC=C(CN(C(O)=O)C=2C(=NOC2C2=CC=C(C=C2)[N+](=O)[O-])C)C=C1.C(C)(C)[Si](O[C@H](C=O)C)(C(C)C)C(C)C (2S)-2-triisopropylsilyloxypropanal 4-methoxybenzyl-(3-methyl-5-(4-nitrophenyl)isoxazol-4-yl)carbamate